NC1=CC=C(C(=O)N2CCC3(C[C@@H]3C#CC3=C4CN(C(C4=CC=C3)=O)C3C(NC(CC3)=O)=O)CC2)C=C1 3-(4-{2-[(1S)-6-(4-aminobenzoyl)-6-azaspiro[2.5]octan-1-yl]ethynyl}-1-oxo-3H-isoindol-2-yl)piperidine-2,6-dione